7-fluoro-5-(2-(4-fluoro-3,5-dimethylphenylamino)-5-methylpyrimidin-4-ylamino)benzo[d]oxazol-2(3H)-one FC1=CC(=CC=2NC(OC21)=O)NC2=NC(=NC=C2C)NC2=CC(=C(C(=C2)C)F)C